1-(2,4-difluorophenyl)-N-(2-fluoro-4-(2-(((3S,5S)-5-fluoropiperidin-3-yl)amino)-8-isopropylpyrido[3,2-d]pyrimidin-6-yl)phenyl)methanesulfonamide FC1=C(C=CC(=C1)F)CS(=O)(=O)NC1=C(C=C(C=C1)C=1C=C(C=2N=C(N=CC2N1)N[C@@H]1CNC[C@H](C1)F)C(C)C)F